O(C(=S)[S-])CCCCCCCCCCCCCCCC.[K+] potassium hexadecyl xanthate